tert-butyl 4-[(1r,4r)-4-(3-chloroanilino)-4-(methoxycarbonyl)spiro[cyclohexane-1,1'-inden]-2'-yl]-3,6-dihydropyridine-1(2H)-carboxylate ClC=1C=C(NC2(CCC3(C(=CC4=CC=CC=C34)C=3CCN(CC3)C(=O)OC(C)(C)C)CC2)C(=O)OC)C=CC1